methyl-1-(2-pyrimidinyl)-1H-1,2,4-triazole-5-methanamine CC1=NN(C(=N1)CN)C1=NC=CC=N1